3-(5-(((1R,2S)-2-(cyclobutylamino)cyclohexyl)methyl)-1-oxoisoindolin-2-yl)piperidine-2,6-dione C1(CCC1)N[C@@H]1[C@H](CCCC1)CC=1C=C2CN(C(C2=CC1)=O)C1C(NC(CC1)=O)=O